N1C(=CC2=CC=CC=C12)C(=O)N1CC=2N(CC1)N=CC2C(=O)N(C2(CC2)CNCC(F)(F)F)C 5-(1H-indole-2-carbonyl)-N-methyl-N-(1-{[(2,2,2-trifluoroethyl)amino]methyl}cyclopropyl)-4H,5H,6H,7H-pyrazolo[1,5-a]pyrazine-3-carboxamide